7-bromo-5-(fluoromethyl)thieno[3,2-b]pyridine-3-carboxylic acid tert-butyl ester C(C)(C)(C)OC(=O)C1=CSC=2C1=NC(=CC2Br)CF